4-(3-(4-cyanobenzoyl)-1-(2-oxopyridin-1(2H)-yl)indolizin-2-yl)benzonitrile C(#N)C1=CC=C(C(=O)C2=C(C(=C3C=CC=CN23)N2C(C=CC=C2)=O)C2=CC=C(C#N)C=C2)C=C1